4-((4-aminophenyl)methyl)-2-isopropylbenzenamine NC1=CC=C(C=C1)CC1=CC(=C(C=C1)N)C(C)C